CC(=O)CCC1=CC(=C(C=C1)O)OC The molecule is a ketone that is 4-phenylbutan-2-one in which the phenyl ring is substituted at positions 3 and 4 by methoxy and hydroxy groups respectively. The major pungent component in ginger. It has a role as an antioxidant, an anti-inflammatory agent, a radiation protective agent, an antiemetic, a flavouring agent and a fragrance. It is a member of phenols, a ketone and a monomethoxybenzene.